3-(5-(5-amino-6-((1-(1-methylpiperidin-4-yl)-1H-pyrazol-4-yl)oxy)pyrazin-2-yl)-2-(3,6-dihydro-2H-pyran-4-yl)-3-methylphenyl)oxetan-3-ol methyl-5-bromo-1H-pyrazole-3-carboxylate CN1N=C(C=C1Br)C(=O)OC1(COC1)C1=C(C(=CC(=C1)C1=NC(=C(N=C1)N)OC=1C=NN(C1)C1CCN(CC1)C)C)C=1CCOCC1